N-(1-(1-(2,4-bis(trifluoromethyl)phenyl)ethyl)-1H-pyrazol-4-yl)-5-(pyrazin-2-yl)-1,3,4-thiadiazol-2-carboxamide FC(C1=C(C=CC(=C1)C(F)(F)F)C(C)N1N=CC(=C1)NC(=O)C=1SC(=NN1)C1=NC=CN=C1)(F)F